Dimethyl 1-(1-(naphthalen-1-yl)cyclopropyl)pyridine-4,4(1H)-dicarboxylate C1(=CC=CC2=CC=CC=C12)C1(CC1)N1C=CC(C=C1)(C(=O)OC)C(=O)OC